CC1=CC=C(C=C1)C#CC1=CC=C(S1)S(=O)(=O)NCCC(=O)N[C@@H](CC(=O)O)C(=O)N[C@@H](C)C(=O)N[C@@H](CC(C)C)C(=O)N([C@@H](CCSC)C(=O)N1[C@@H](CCC1)C(=O)N)C N-{5-[(4-methylphenyl)ethynyl]thiophene-2-sulfonyl}-beta-alanyl-L-aspartyl-L-alanyl-L-leucyl-N-methyl-L-methionyl-L-prolinamide